1-Vinylpseudouridine C(=C)N1C=C([C@H]2[C@H](O)[C@H](O)[C@@H](CO)O2)C(NC1=O)=O